2-cyclooctylcyclohexan-1-one C1(CCCCCCC1)C1C(CCCC1)=O